N-[(2S)-6-(trans-4-Hydroxycyclohexoxy)-2-(1-hydroxy-1-methyl-ethyl)-2-methyl-3H-benzofuran-5-yl]pyrazolo[1,5-a]pyrimidine-3-carboxamide O[C@@H]1CC[C@H](CC1)OC1=CC2=C(C[C@@](O2)(C)C(C)(C)O)C=C1NC(=O)C=1C=NN2C1N=CC=C2